Benzyl 6-({2-[(α-D-mannopyranosyl-(1→3)-[α-D-mannopyranosyl-(1→6)]-α-D-mannopyranosyl)oxy]ethyl}amino)-6-oxohexanoate [C@H]1([C@@H](O)[C@@H](O)[C@H](O)[C@H](O1)CO)O[C@@H]1[C@@H]([C@H](O[C@@H]([C@H]1O)CO[C@@H]1[C@@H](O)[C@@H](O)[C@H](O)[C@H](O1)CO)OCCNC(CCCCC(=O)OCC1=CC=CC=C1)=O)O